N-(3-(5-fluoropyrimidin-2-yl)-4-methylphenyl)-3-(methoxymethyl)-2,3-dihydrobenzo[f][1,4]oxazepine-4(5H)-carboxamide FC=1C=NC(=NC1)C=1C=C(C=CC1C)NC(=O)N1C(COC2=C(C1)C=CC=C2)COC